C(=C)C1=NC=C(C(=N1)N)OC ethenyl-5-methoxypyrimidin-4-amine